(S,E)-methyl 7-(1-(2-((1R,2R,4S)-bicyclo[2.2.1]heptan-2-ylamino)-2-oxoethyl)-2-oxo-1,2-dihydropyridin-3-ylamino)-6-(2,5-dichlorothiophene-3-carboxamido)-7-oxohept-2-enoate [C@@H]12[C@@H](C[C@@H](CC1)C2)NC(CN2C(C(=CC=C2)NC([C@H](CC/C=C/C(=O)OC)NC(=O)C2=C(SC(=C2)Cl)Cl)=O)=O)=O